8-Nitro-5,10-dihydro-11H-dibenzo[b,e][1,4]diazepin-11-on [N+](=O)([O-])C=1C=CC2=C(NC(C3=C(N2)C=CC=C3)=O)C1